4-(dimethyl-amino)but-2-ynoic acid CN(CC#CC(=O)O)C